dimethylbenzothienopyridine CC=1C(=NC2=C(C1)SC1=C2C=CC=C1)C